[Si].[B].[Nd] neodymium boron silicon